[8-(6-oxo-1,6-dihydro-pyridin-3-yl)-2,3-dihydro-benzo[1,4]dioxin-2-ylmethyl]-benzamide O=C1C=CC(=CN1)C1=CC=CC2=C1OC(CO2)CC2=C(C(=O)N)C=CC=C2